C(#N)C1=C2C[C@H](CNC2=CC=C1)[C@@H](C1=CC=CC=C1)NC[C@@H](C)C1=CC=C(C=C1)CC(=O)O |o1:21| 2-(4-((S or R)-1-(((S)-((R)-5-cyano-1,2,3,4-tetrahydroquinolin-3-yl)(phenyl)methyl)amino)propan-2-yl)phenyl)acetic acid